NC1=NC(=NC(=N1)N)CCC1=C(N=C(N1)CC)C 2,4-diamino-6-(2'-ethyl-4'-methylimidazolyl)ethyl-1,3,5-triazine